5-amino-3-[4-[[(2-methoxybenzoyl)amino]methyl]phenyl]-1-[2-(methoxymethoxy)ethyl]pyrazole-4-carboxamide NC1=C(C(=NN1CCOCOC)C1=CC=C(C=C1)CNC(C1=C(C=CC=C1)OC)=O)C(=O)N